O=C1NC(CCC1C=1C=CC(=NC1)N1CCN(CC1)C(=O)OCCCC)=O 1-butyl 4-[5-(2,6-dioxopiperidin-3-yl)pyridin-2-yl]piperazine-1-carboxylate